C(C)N1[C@@H]2CC[C@H]([C@@H]1COC=1C=C3CN(C(C3=CC1)=O)[C@H]1C(NC(CC1)=O)=O)C2 (R)-3-(5-(((1R,3R,4S)-2-ethyl-2-azabicyclo[2.2.1]heptane-3-yl)methoxy)-1-oxoisoindolin-2-yl)piperidine-2,6-dione